methyl 7-(1-(tert-butoxycarbonyl)-1,2,5,6-tetrahydropyridin-3-yl)-3-(2-(methoxymethoxy)-6-methyl-4-(trifluoromethyl)phenyl)furo[3,2-c]pyridazine-6-carboxylate C(C)(C)(C)OC(=O)N1CC(=CCC1)C1=C(OC2=C1N=NC(=C2)C2=C(C=C(C=C2C)C(F)(F)F)OCOC)C(=O)OC